OCC(C(C(=O)OC(C)(C)C)(C)C)OC tert-butyl 4-hydroxy-3-methoxy-2,2-dimethylbutanoate